6-(4-Chloro-3-isopropyl-3H-imidazo[4,5-c]pyridin-6-yl)-1-((1S,3s)-3-((R)-3-fluoropiperidin-1-yl)cyclobutyl)-2-oxospiro[indoline-3,4'-piperidine]-1'-carboxylic acid tert-butyl ester C(C)(C)(C)OC(=O)N1CCC2(CC1)C(N(C1=CC(=CC=C12)C1=CC2=C(C(=N1)Cl)N(C=N2)C(C)C)C2CC(C2)N2C[C@H](CCC2)F)=O